[N+](=O)([O-])C1=CC=C(O1)C#N 5-nitrofuronitrile